C(C)OCOC1=CC=C(COP2(OC[C@@H]3[C@@H](O2)C[C@@H](O3)N3C(NC(C(=C3)F)=O)=O)=O)C=C1 1-((4AR,6R,7aS)-2-((4-(ethoxymethoxy)benzyl)oxy)-2-oxo-tetrahydro-4H-furo[3,2-d][1,3,2]dioxaphosphorin-6-yl)-5-fluoropyrimidine-2,4(1H,3H)-dione